CC1=CC(=NC(=C1)S(=O)(=O)C)C1=CNC2=CN=C(C=C21)NC(C)=O N-(3-(4-methyl-6-(methylsulfonyl)pyridin-2-yl)-1H-pyrrolo[2,3-c]pyridin-5-yl)acetamide